2-butyne CC#CC